Trimethyl[(triethoxysilyl)methylbis(allyldimethylsilyl)cyclopentadienyl]platinum(IV) C[Pt](C1(C(=C(C=C1)C[Si](OCC)(OCC)OCC)[Si](C)(C)CC=C)[Si](CC=C)(C)C)(C)C